FC(CC)(C)C=1N=C2N(N1)[C@@H](C[C@@H]2F)C2=CC=CC=C2 (5s,7s)-2-(1-fluoro-1-methyl-propyl)-7-fluoro-5-phenyl-6,7-dihydro-5H-pyrrolo[1,2-b][1,2,4]triazole